BrC1=CC=CC(=N1)C#N 6-bromopicolinonitrile